5-(4-iodophenyl)-2-oxoimidazoline-1-carboxylic acid tert-butyl ester C(C)(C)(C)OC(=O)N1C(NCC1C1=CC=C(C=C1)I)=O